OC1=CC=C2C=C(C(OC2=C1CN1CCCCC1)=O)C(=O)O 7-hydroxy-8-piperidinylmethyl-coumarin-3-carboxylic acid